C(C1=CC=CC=C1)(=O)O[C@H](C)C1=CC2=C(N=C(N=C2)NCC2CCC(CC2)NC(=O)OC(C)(C)C)C(=N1)NC(C)C (R)-1-(2-((((1r,4R)-4-((tert-butoxycarbonyl)amino)cyclohexyl)methyl)amino)-8-(isopropylamino)pyrido[3,4-d]pyrimidin-6-yl)ethyl benzoate